3-fluoro-3-methylazepane FC1(CNCCCC1)C